C(C)N1N=CC=C1C1=C(N=NC(=C1)N1[C@@H](COCC1)C)C(C)=O (R)-1-(4-(1-ethyl-1H-pyrazol-5-yl)-6-(3-methylmorpholino)pyridazin-3-yl)ethan-1-one